{2,7-Dimethylpyrazolo[1,5-a]pyridin-5-yl}-2-[6-(1-ethylazetidin-3-yl)pyridazin-3-yl]phenol CC1=NN2C(C=C(C=C2C)C=2C(=C(C=CC2)O)C=2N=NC(=CC2)C2CN(C2)CC)=C1